5-amino-3-((4-(aminosulfonyl)phenyl)amino)-N-(2,6-difluorophenyl)-1H-1,2,4-triazole-1-carbothioamide NC1=NC(=NN1C(NC1=C(C=CC=C1F)F)=S)NC1=CC=C(C=C1)S(=O)(=O)N